Butyl 4-(3,4-diamino-2-fluorophenyl)tetrahydropyran-4-carboxylate NC=1C(=C(C=CC1N)C1(CCOCC1)C(=O)OCCCC)F